ClC=1C=2N(C3=CC(=CC=C3N1)C(=O)OC)C(=NC2)C methyl 4-chloro-1-methylimidazo[1,5-a]quinoxalin-8-carboxylate